FC1=C(C(=CC(=C1)OCCN1CC(C1)CF)F)[C@H]1N([C@@H](CC2=C1NC1=CC=CC=C21)C)C(C(C)(C)O)=O 1-((1R,3R)-1-(2,6-difluoro-4-(2-(3-(fluoromethyl)azetidin-1-yl)ethoxy)phenyl)-3-methyl-3,4-dihydro-1H-pyrido[3,4-b]indol-2(9H)-yl)-2-hydroxy-2-methylpropan-1-one